C1(CCCCC1)C1=CC=C(C=C1)NC(C1=C(C=CC(=C1)F)SC1=NN=NN1C)=O N-(4-cyclohexylphenyl)-5-fluoro-2-[(1-methyl-1H-tetrazol-5-yl)sulfanyl]benzamide